diallyl-di(beta-ethoxyethyl)ammonium fluoride [F-].C(C=C)[N+](CCOCC)(CCOCC)CC=C